nonene-1,9-dinitrile C(C=CCCCCCC#N)#N